4-methyl-5-ethyl-1,3-isobenzofurandione CC1=C2C(OC(C2=CC=C1CC)=O)=O